(S)-1-((5-bromo-3-fluoro-1H-indazol-7-yl)sulfonyl)-N-(1-methyl-2-oxo-1,2-dihydropyridin-4-yl)azetidine-2-carboxamide BrC=1C=C2C(=NNC2=C(C1)S(=O)(=O)N1[C@@H](CC1)C(=O)NC1=CC(N(C=C1)C)=O)F